COC1=C(C=CC(=C1)N1CCC(CC1)N1CCN(CC1)C)NC1=CC(=NC=N1)N1OCC[C@@H]1C=1C=C(C(=O)OC(C)C)C=CC1 isopropyl (R)-3-(2-(6-((2-methoxy-4-(4-(4-methylpiperazin-1-yl)piperidin-1-yl)phenyl)amino)pyrimidin-4-yl)isoxazolidin-3-yl)benzoate